isopropyl ether phosphate P(=O)(O)(O)O.C(C)(C)OC(C)C